NC(COC=1C(=CC(=NC1)C)C1=CC=2N(C=C1)N=C(C2)NC2=NC(=NC(=C2)C)C)(C)C 5-[5-(2-amino-2-methyl-propoxy)-2-methyl-4-pyridyl]-N-(2,6-dimethylpyrimidin-4-yl)pyrazolo[1,5-a]pyridin-2-amine